4-methyl-5-nitro-1H-pyrrolo[2,3-b]pyridine CC1=C2C(=NC=C1[N+](=O)[O-])NC=C2